S(=O)(=O)(O)CCCCN1CC=CC=C1 N-(4-sulfo)butyl-pyridine